BrC1=CC=C(OC(CC2COC2)C)C=C1 3-(2-(4-bromophenoxy)propyl)oxetan